3-((4-(bromomethyl)benzyl)oxy)-2-nitrobenzoic acid methyl ester COC(C1=C(C(=CC=C1)OCC1=CC=C(C=C1)CBr)[N+](=O)[O-])=O